C(C=C)OC(=O)N[C@H](C(=O)N[C@H](C(=O)NC=1C=CC(=C(CN(C(OCC2C3=CC=CC=C3C=3C=CC=CC23)=O)C)C1)CCl)CCCNC(=O)N)C(C)C (9H-fluoren-9-yl)methyl (5-((S)-2-((S)-2-(((allyloxy)carbonyl)amino)-3-methylbutanamido)-5-ureidopentanamido)-2-(chloromethyl)benzyl)(methyl)carbamate